C1=C(C=CC=2C3=CC=CC=C3NC12)CC(=O)NCC1=CC=C(C=C1)C#N 2-(9H-carbazol-2-yl)-N-(4-cyanobenzyl)acetamide